P(=O)(OCCCCCCC(C)C)([O-])[O-] isononyl phosphate